beta-alanine methyl ester COC(CCN)=O